8-methoxycarbonyl-tetracyclo[4.4.0.12,5.17,10]dodeca-3-ene COC(=O)C1C2C3C4C=CC(C3C(C1)C2)C4